OC1(CC(C1)C(=O)N1CC2(C1)CC(C2)C2=CC(=CC=C2)C(C)C)C ((1s,3s)-3-Hydroxy-3-methylcyclobutyl)(6-(3-isopropylphenyl)-2-azaspiro[3.3]heptan-2-yl)methanone